6,6'-[(3,3-Dimethoxy[1,1'-biphenyl]-4,4'-diyl)bis(azo)]bis[4-amino-5-hydroxy-1,3-naphthalenedisulphonic acid] tetrasodium salt [Na+].[Na+].[Na+].[Na+].COC1(CC(=CC=C1N=NC=1C(=C2C(=C(C=C(C2=CC1)S(=O)(=O)[O-])S(=O)(=O)[O-])N)O)C1=CC=C(C=C1)N=NC=1C(=C2C(=C(C=C(C2=CC1)S(=O)(=O)[O-])S(=O)(=O)[O-])N)O)OC